NC=1C(=C(C=NC1)NC1=C(C(NC=C1)=O)C(=O)NC1=CC=C(C=C1)N1CCN(CC1)C(C)C)C 4-((5-Amino-4-methylpyridin-3-yl)amino)-N-(4-(4-isopropylpiperazin-1-yl)phenyl)-2-oxo-1,2-dihydropyridine-3-carboxamide